tert-butyl 2-amino-4-methyl-8-azabicyclo[3.2.1]octane-8-carboxylate NC1C2CCC(C(C1)C)N2C(=O)OC(C)(C)C